N-ethyl-1-(tetrahydro-2H-pyran-4-yl)-N-(2,2,2-trifluoro-1-(4-fluorophenyl)ethyl)methanesulfonamide C(C)N(S(=O)(=O)CC1CCOCC1)C(C(F)(F)F)C1=CC=C(C=C1)F